C(C)OC(C1=C(C=C(C=C1)[N+](=O)[O-])C=1N(C(=C(C1)C(=O)N(C1=CC=C2C=NN(C2=C1)C1OCCCC1)CC1=C(C=CC=C1)C#N)C)C)=O [4-({(2-cyanobenzyl)[1-(tetrahydro-2H-pyran-2-yl)-1H-indazol-6-yl]amino}carbonyl)-1,5-dimethyl-1H-pyrrol-2-yl]-4-nitrobenzoic acid ethyl ester